3-(2-hydroxy-3,4,5-trimethoxyphenyl)-7-methoxycoumarin OC1=C(C=C(C(=C1OC)OC)OC)C=1C(OC2=CC(=CC=C2C1)OC)=O